BENZENESULFONIC ACID C1(=CC=CC=C1)S(=O)(=O)O